tert-butyl 5-(4-bromo-2-fluorobenzoyl)hexahydropyrrolo[3,4-c]pyrrole-2(1H)-carboxylate BrC1=CC(=C(C(=O)N2CC3C(C2)CN(C3)C(=O)OC(C)(C)C)C=C1)F